4-bromo-7-chloro-3-ethyl-1H-indazole BrC1=C2C(=NNC2=C(C=C1)Cl)CC